(3-(3-fluorobenzyl)-5-phenylpyrazine-2-yl)phenylalanine FC=1C=C(CC=2C(=NC=C(N2)C2=CC=CC=C2)N[C@@H](CC2=CC=CC=C2)C(=O)O)C=CC1